4-[4-[(4-chlorophenyl)-phenyl-methyl]piperazin-1-yl]-2-(1H-indol-5-yloxy)-N-[3-nitro-4-(tetrahydropyran-4-ylmethylamino)phenyl]sulfonyl-benzamide ClC1=CC=C(C=C1)C(N1CCN(CC1)C1=CC(=C(C(=O)NS(=O)(=O)C2=CC(=C(C=C2)NCC2CCOCC2)[N+](=O)[O-])C=C1)OC=1C=C2C=CNC2=CC1)C1=CC=CC=C1